3,4-Difluoro-2-(2-fluoro-4-iodoanilino)-5-[[3-fluoro-2-(methylsulfamoylamino)pyridin-4-yl]methyl]-N-(2-methylcyclopropyl)benzamide FC=1C(=C(C(=O)NC2C(C2)C)C=C(C1F)CC1=C(C(=NC=C1)NS(NC)(=O)=O)F)NC1=C(C=C(C=C1)I)F